C(CCCCCCCCCC)OC(CCCCCN(C(=O)OC(C)(C)C)CCOCC1=CC=CC=C1)=O 6-((2-(benzyloxy)ethyl)(tert-butoxycarbonyl)amino)hexanoic acid undecyl ester